C(C)[C@H]1OC2=C(CN(C1)C(=O)OC(C)(C)C)N=C(C=C2)O tert-Butyl (2R)-2-ethyl-7-hydroxy-3,5-dihydro-2H-pyrido[2,3-f][1,4]oxazepine-4-carboxylate